benzyl-N,N-diethyldithiocarbamate C(C1=CC=CC=C1)SC(N(CC)CC)=S